C1(=CC=C(C=C1)C1=NC(=NC(=N1)C1=CC=C(C=C1)C1=CC=CC=C1)C1=C(C=C(OC(C(=O)OCCCCCC(C)C)C)C=C1)O)C1=CC=CC=C1 isooctyl 2-(4-(4,6-di{[1,1'-biphenyl]-4-yl}-1,3,5-triazin-2-yl)-3-hydroxyphenoxy)propanoate